COC1=CC2=C(OCCN2)C=C1N1N=C(C=2C=NC(=CC21)C=2C=NN1C2N=CC=C1)NC(=O)NCCCN1CCOCC1 1-(1-(6-methoxy-3,4-dihydro-2H-benzo[b][1,4]oxazin-7-yl)-6-(pyrazolo[1,5-a]pyrimidin-3-yl)-1H-pyrazolo[4,3-c]pyridin-3-yl)-3-(3-morpholinopropyl)urea